C(CCCC)C1=CC=C(C=C1)C=1NC(=NN1)SCC(=O)C1=CC=CC=C1 2-((5-(4-pentylphenyl)-4H-1,2,4-triazol-3-yl)thio)-1-phenylethan-1-one